ClC1=C(C(=O)N2CCC(CC2)C(=O)N[C@H]2CNC[C@H]2F)C=CC(=C1)NC(=O)C=1N(C(=CN1)C1=C(C(=C(C=C1)OCF)F)F)C 1-[2-chloro-4-[[5-[2,3-difluoro-4-(fluoromethoxy)phenyl]-1-methyl-imidazole-2-carbonyl]amino]benzoyl]-N-[(3S,4R)-4-fluoropyrrolidin-3-yl]piperidine-4-carboxamide